N-(2-iodothieno[2,3-b]pyridin-4-yl)benzo[d]-thiazol-5-amine IC1=CC=2C(=NC=CC2NC=2C=CC3=C(N=CS3)C2)S1